11-(bis(3-fluorophenyl)methyl)-4-hydroxy-7,8,9,10,10a,11-hexahydropyrido[1',2':4,5]pyrazino[1,2-b]pyridazine-3,5-dione FC=1C=C(C=CC1)C(C1C2N(C(C=3N1N=CC(C3O)=O)=O)CCCC2)C2=CC(=CC=C2)F